FC1=C(C(=CC=C1)C)N1N=C2C(=CC1=O)NN=C2C2=CC=C1CCN(CC1=C2)C2CCN(CC2)C 5-(2-fluoro-6-methylphenyl)-3-(2-(1-methylpiperidin-4-yl)-1,2,3,4-tetrahydroisoquinolin-7-yl)-1H-pyrazolo[4,3-c]pyridazin-6(5H)-one